N-[(3,5-difluoropyridin-2-yl)methyl]-2-[(3R)-3-methyl[1,4'-bipiperidin]-1'-yl]-1,3-oxazole-4-carboxamide FC=1C(=NC=C(C1)F)CNC(=O)C=1N=C(OC1)N1CCC(CC1)N1C[C@@H](CCC1)C